NC=1C(=NC(=C(N1)N)Cl)C(=O)NC(NCCCCC1=CC=C(C=C1)C1=CC=C(C=C1)CCC(=O)N[C@@H](CCCCN(C[C@@H]([C@H]([C@@H]([C@@H](CO)O)O)O)O)C[C@@H]([C@H]([C@@H]([C@@H](CO)O)O)O)O)C(=O)OC)=N methyl N2-(3-(4'-(4-(3-(3,5-diamino-6-chloropyrazine-2-carbonyl)guanidino)butyl)-[1,1'-biphenyl]-4-yl)propanoyl)-N6,N6-bis((2S,3R,4R,5R)-2,3,4,5,6-pentahydroxyhexyl)-L-lysinate